3-BUTYN-1-OL C(CC#C)O